Cl.FC1CNCC1 3-fluoropyrrolidine hydrochloride Salt